FC1(CN(CC[C@H]1N1CCN(CC1)C1=NC=CC2=C1N(C(N2C2C(N(C(CC2)=O)CC2=CC=C(C=C2)OC)=O)=O)C)C(=O)OC(C)(C)C)F tert-butyl (4R)-3,3-difluoro-4-[4-[1-[1-[(4-methoxyphenyl)methyl]-2,6-dioxo-3-piperidyl]-3-methyl-2-oxo-imidazo[4,5-c]pyridin-4-yl]piperazin-1-yl]piperidine-1-carboxylate